C(C)(C)(C)NCC(=O)N(CC(NC=1SC2=C(N1)C=CC(=C2)OC(F)(F)F)=O)CC(F)(F)F 2-tert-Butylamino-N-(2,2,2-trifluoro-ethyl)-N-[(6-trifluoromethoxy-benzothiazol-2-ylcarbamoyl)-methyl]-acetamide